ClC1=C(C=CC2=C1C(=N[C@H](C=1N2N=C(N1)C(=O)NC[C@H](C)O)C)C1=C(C=CC=C1F)F)C(F)(F)F (4S)-7-chloro-6-(2,6-difluorophenyl)-N-[(2S)-2-hydroxypropyl]-4-methyl-8-(trifluoromethyl)-4H-[1,2,4]triazolo[1,5-a][1,4]benzodiazepine-2-carboxamide